O=C1NC(CCC1N1C(C2=CC=C(C=C2C1=O)N1CCC(CC1)N1CC(C1)CO)=O)=O 2-(2,6-dioxo-3-piperidyl)-5-[4-[3-(hydroxymethyl)azetidin-1-yl]-1-piperidyl]isoindoline-1,3-dione